C(CCC)OCCOCCOC(C)=O [2-(2-Butoxy-ethoxy)-ethyl]acetat